di(phenyl)(phenyl-Naphthyl)indolocarbazole C1(=CC=CC=C1)C1=C(C(=C2C(=C1)N=C1C=CC3=C4C=CC=CC4=NC3=C12)C1=C(C=CC2=CC=CC=C12)C1=CC=CC=C1)C1=CC=CC=C1